2,5-dimethoxyphenol COC1=C(C=C(C=C1)OC)O